ClC1=C(C(=O)NC2=C(C=C(C=C2)F)C(F)(F)F)C=C(C=C1)[N+](=O)[O-] 2-chloro-N-(4-fluoro-2-(trifluoromethyl)phenyl)-5-nitrobenzamide